N-(5-Bromo-2-(3-((dimethylamino)methyl)azetidin-1-yl)pyridin-3-yl)cyclopropane-sulfonamide BrC=1C=C(C(=NC1)N1CC(C1)CN(C)C)NS(=O)(=O)C1CC1